methyl 6-chloro-3-((1-(2-((4-chloro-3-(trifluoromethoxy)benzyl)thio)-3,6-dimethyl-4-oxo-3,4-dihydroquinazolin-8-yl)ethyl)amino)picolinate ClC1=CC=C(C(=N1)C(=O)OC)NC(C)C=1C=C(C=C2C(N(C(=NC12)SCC1=CC(=C(C=C1)Cl)OC(F)(F)F)C)=O)C